5-norbornene-2,3-dicarboxylic anhydride C12C3C(C(C=C1)C2)C(=O)OC3=O